ClC1=C(C=CC=C1)C=1N(C(=C(N1)C1=CC=CC=C1)C1=CC=CC=C1)C1(N=C(C(=N1)C1=CC=CC=C1)C1=CC=CC=C1)C1=C(C=CC=C1)Cl 2,2'-bis(o-chlorophenyl)-4,4',5,5'-tetraphenyl-1,2-biimidazole